(S)-3-(3-(((R)-4-Ethyl-1,1-dioxido-3,4-dihydro-2H-pyrido[2,3-b][1,4,5]oxathiazepin-2-yl)methyl)-4-methylphenyl)-3-(3-(trifluoromethyl)-[1,2,4]triazolo[4,3-a]pyridin-7-yl)propanoic acid C(C)[C@@H]1CN(S(C2=C(O1)N=CC=C2)(=O)=O)CC=2C=C(C=CC2C)[C@H](CC(=O)O)C2=CC=1N(C=C2)C(=NN1)C(F)(F)F